(R)-1-(6-(1H-indole-5-carbonyl)-8-phenyl-2,6-diazaspiro[3.4]octan-2-yl)prop-2-en-1-one N1C=CC2=CC(=CC=C12)C(=O)N1CC2(CN(C2)C(C=C)=O)[C@H](C1)C1=CC=CC=C1